C(C)(=O)N[C@@H](CSC(CO)C(N)=O)C(=O)O N-acetyl-S-(1-carbamoyl-2-hydroxyethyl)-L-cysteine